OC=1C=C2C=C(N(C2=CC1)C(=O)OC(C)(C)C)C=1C=NC(=NC1)N1C[C@@H](CCC1)O tert-butyl 5-hydroxy-2-{2-[(3R)-3-hydroxypiperidin-1-yl]pyrimidin-5-yl}-1H-indole-1-carboxylate